[Br-].C[NH+](CC(COC(CCCCCCC\C=C/CCCCCCCC)=O)OC(CCCCCCC\C=C/CCCCCCCC)=O)C dimethyl-2,3-dioleoyl-oxypropyl-ammonium bromide